((2-(3'-(7-cyano-5-(((2-hydroxy-2-methylpropyl)amino)methyl)benzo[d]oxazol-2-yl)-2,2'-dimethyl-[1,1'-biphenyl]-3-yl)-6-(difluoromethoxy)benzo[d]oxazol-5-yl)methyl)-L-proline C(#N)C1=CC(=CC=2N=C(OC21)C=2C(=C(C=CC2)C2=C(C(=CC=C2)C=2OC1=C(N2)C=C(C(=C1)OC(F)F)CN1[C@@H](CCC1)C(=O)O)C)C)CNCC(C)(C)O